methyl (S)-6-amino-2-(((benzyloxy) carbonyl) amino)-5,5-difluorohexanoate NCC(CC[C@@H](C(=O)OC)NC(=O)OCC1=CC=CC=C1)(F)F